C(CCC)C1=C(CC2=CC=C3CCCC3=C12)[Hf] (1-n-butyl-3,6,7,8-tetrahydro-as-indacenyl)hafnium